C1(=CC=CC=C1)N(C(OC(CC)C(CC)OC(N(C1=CC=CC=C1)C1=CC=CC=C1)=O)=O)C1=CC=CC=C1 hexane-3,4-diyl bis(diphenylcarbamate)